BrC=1C=CC(=NC1)N1N=C(C=C1C(C)NC)[N+](=O)[O-] 1-[2-(5-bromo-2-pyridyl)-5-nitro-pyrazol-3-yl]-N-methyl-ethanamine